C(C(C(CCCCC\C=C/CCCCCCCC)[2H])([2H])[2H])(=O)O oleic acid-d3